COC1=C(C=CC(=C1)[N+](=O)[O-])N1CCN(CC1)C 1-(2-Methoxy-4-nitrophenyl)-4-methylpiperazine